(2-(1-ethyl-2-methylpyrrolidin-3-yl)thieno[2,3-B]pyridin-4-yl)benzo[d]thiazol-5-amine C(C)N1C(C(CC1)C1=CC=2C(=NC=CC2C=2SC3=C(N2)C=C(C=C3)N)S1)C